(2-(3-ethyl-1-(3-hydroxypropyl)-2,3-dihydro-1H-pyrrolo[1,2,3-de]quinoxalin-5-yl)-7-fluoro-1-methyl-1H-benzo[d]imidazol-5-yl)methanone C(C)C1CN(C=2C=CC=C3C2N1C(=C3)C3=NC1=C(N3C)C(=CC(=C1)C=O)F)CCCO